Cl.N[C@@H](CC1=CC(=C(C(=O)NC)C=C1)F)CN1C(C2=CC=CC=C2C1=O)=O (S)-4-(2-amino-3-(1,3-dioxoisoindolin-2-yl)propyl)-2-fluoro-N-methylbenzamide hydrochloride